3-chloro-9-(4-chloro-2-fluorophenyl)-2-methyl-7-(2-(1-methyl-1H-pyrazol-4-yl)tetrahydro-2H-pyran-4-yl)-4H-pyrazino[1,2-a]pyrimidin-4-one ClC1=C(N=C2N(C1=O)C=C(N=C2C2=C(C=C(C=C2)Cl)F)C2CC(OCC2)C=2C=NN(C2)C)C